BrC=1C=2N(C=CC1)C(=C(N2)C(=O)OCC)SC(F)(F)F ethyl 8-bromo-3-[(trifluoromethyl)sulfanyl]imidazo[1,2-a]pyridine-2-carboxylate